Methyl (E)-4-(2-ethoxyvinyl)-2-((2-fluorophenyl)amino)-1-methyl-6-oxo-1,6-dihydropyridine-3-carboxylate C(C)O/C=C/C=1C(=C(N(C(C1)=O)C)NC1=C(C=CC=C1)F)C(=O)OC